[Ir]Cl iridium(I) chlorid